D(+)-raffinose pentahydrate C([C@@H]1[C@@H]([C@@H]([C@H](C(O1)OC[C@@H]2[C@H]([C@@H]([C@H](C(O2)O[C@]3([C@H]([C@@H]([C@H](O3)CO)O)O)CO)O)O)O)O)O)O)O.O.O.O.O.O